(R)-N-(5-(5-cyclopropyl-1,2,4-oxadiazol-3-yl)-2,3-dihydro-1H-inden-1-yl)-2,2-difluoroacetamide C1(CC1)C1=NC(=NO1)C=1C=C2CC[C@H](C2=CC1)NC(C(F)F)=O